C(CCCCC)C(C(=O)OCC(COC(C(CCCCCCCC)CCCCCC)=O)COC(CCCCCN1CCC1)=O)CCCCCCCC 2-(((6-(azetidin-1-yl)hexanoyl)oxy)methyl)propane-1,3-diyl bis(2-hexyl-decanoate)